FC(C(=O)O)(F)F.ClC=1C=C2C=CN(C2=C(C1)C1=C2C(=NC=C1)C=C(S2)CN2C(C1=NC=CC=C1C2=O)=O)CC2(CCNCC2)F 6-((7-(5-chloro-1-((4-fluoropiperidin-4-yl)methyl)-1H-indol-7-yl)thieno[3,2-b]pyridin-2-yl)methyl)-5H-pyrrolo[3,4-b]pyridin-5,7(6H)-dione trifluoroacetate